5-Methyl-N4-(1-(1,1-dimethylethylsulfonyl)indolin-6-yl)-N2-[4-(4-methylpiperazin-1-yl)-3-fluorophenyl]pyrimidine-2,4-diamine CC=1C(=NC(=NC1)NC1=CC(=C(C=C1)N1CCN(CC1)C)F)NC1=CC=C2CCN(C2=C1)S(=O)(=O)C(C)(C)C